7'-(2-Methylcyclopentyl)-2'-((1-(pyrrolidin-3-ylsulfonyl)piperidin-4-yl)amino)spiro[cyclopropane-1,5'-pyrrolo[2,3-d]pyrimidin]-6'(7'H)-one CC1C(CCC1)N1C(C2(C3=C1N=C(N=C3)NC3CCN(CC3)S(=O)(=O)C3CNCC3)CC2)=O